3,3,3-TRIFLUORoPROPEN FC(C=C)(F)F